Cl\C(=C/C=C/C1(SCCCS1)C1=CC(=C(C(=C1)OC)OC)OC)\C1=CC2=CC=CC=C2C=C1 2-((1E,3Z)-4-chloro-4-(naphthalen-2-yl)buta-1,3-dien-1-yl)-2-(3,4,5-trimethoxyphenyl)-1,3-dithiane